[Si](C)(C)(C(C)(C)C)OC1=CC=C(C=C1)N(C(=O)C=1C(=C(N(C1C)C)C1=C(C(=O)[O-])C=CC(=C1)Cl)C(C)(C)C)C=1C=NN(C1CCCO)C 2-(4-{(4-{[tert-butyl(dimethyl)silyl]oxy}phenyl)[5-(3-hydroxypropyl)-1-methyl-1H-pyrazol-4-yl]carbamoyl}-tert-Butyl 1,5-dimethyl-1H-pyrrol-2-yl)-4-chlorobenzoate